Cl.C12N(CC(NC1)CC2)C2=CC=C(C=N2)C=2C=1N(C=C(C2)OCC)N=C2C1C=NN2 4-(6-(2,5-diazabicyclo[2.2.2]octan-2-yl)pyridin-3-yl)-6-ethoxy-1H-pyrazolo[3',4':3,4]pyrazolo[1,5-a]pyridine hydrochloride